FC1=CC=C(C=N1)C1=CC=C(OCCN2CCOCC2)C=C1 [2-[4-(6-fluoropyridine-3-yl)phenoxy]ethyl]morpholine